3,7,11,15-tetramethylhexadeca-2,4,6,10,14-pentaenoic acid CC(=CC(=O)O)C=CC=C(CCC=C(CCC=C(C)C)C)C